Methyl (S)-4-(2-((R)-1,2-difluoroethyl)-3-fluorophenyl)-2-methyl-5-oxo-1,4,5,7-tetrahydrofuro[3,4-b]pyridine-3-carboxylate F[C@@H](CF)C1=C(C=CC=C1F)[C@@H]1C2=C(NC(=C1C(=O)OC)C)COC2=O